1-Naphthyl-Lithium C1(=CC=CC2=CC=CC=C12)[Li]